CC1=C2CN(C(C2=C(C=C1)C)=O)C1C(NC(CC1)=O)=O 3-(4,7-dimethyl-1-oxoisoindolin-2-yl)piperidine-2,6-dione